C(C)(C)N(P(OCC)N(C(C)C)C(C)C)C(C)C ethyl N,N,N',N'-tetraisopropylphosphorodiamidite